CC(=N)NC methyl-N-methyl-formamidine